6-bromo-N-(3-nitrophenyl)-1H-indole-2-carboxamide BrC1=CC=C2C=C(NC2=C1)C(=O)NC1=CC(=CC=C1)[N+](=O)[O-]